CS(=O)(=O)N1CCN(CC1)C=O (4-(methyl-sulfonyl)piperazin-1-yl)methanone